ClC1=C(C(N(C=C1)C1=NC=C(C(=C1)N1C(C=C(C=C1C)O)=O)C)=O)C(C)(C)O chloro-4''-hydroxy-3-(2-hydroxypropan-2-yl)-5',6''-dimethyl-2H,2''H-[1,2':4',1''-terpyridine]-2,2''-dione